OC=1C=NC(=NC1)N1CCCC1 (3R,4S)-1-(5-hydroxypyrimidin-2-yl)pyrrolidine